(6-(4-(4-((tert-butyldimethylsilyl)oxy)piperidin-1-yl)phenyl)-4,7-dichloro-2H-indazol-2-yl)-2-((R)-6-fluoro-6,7-dihydro-5H-pyrrolo[1,2-c]imidazol-1-yl)-N-(thiazol-2-yl)acetamide [Si](C)(C)(C(C)(C)C)OC1CCN(CC1)C1=CC=C(C=C1)C=1C=C(C2=CN(N=C2C1Cl)C(C(=O)NC=1SC=CN1)C1=C2N(C=N1)C[C@@H](C2)F)Cl